C1(CCCCC1)C1=C(N=NC(=C1C1CCCCC1)NC1CNCCC1)C1=C(C=C(C=C1)C#C)O 2-(4,5-dicyclohexyl-6-(piperidin-3-ylamino)pyridazin-3-yl)-5-ethynyl-phenol